6-fluoro-5-((5-fluoro-3-(2,2,2-trifluoroethoxy)pyridin-2-yl)oxy)pyrazolo[1,5-a]pyridine-2-carbaldehyde FC=1C(=CC=2N(C1)N=C(C2)C=O)OC2=NC=C(C=C2OCC(F)(F)F)F